C(#N)N1CC(CCC1)(F)C=1OC2=C(N1)C=C(C=C2)C2=CC(=NC=N2)C#N 6-(2-(1-cyano-3-fluoropiperidin-3-yl)benzo[d]oxazol-5-yl)pyrimidine-4-carbonitrile